23-Hydroxy-hexacosanoic acid OC(CCCCCCCCCCCCCCCCCCCCCC(=O)O)CCC